2-{6-[(1-methylpyrrolidin-3-yl)amino][1,3]thiazolo[4,5-c]pyridazin-3-yl}-5-(1H-pyrazol-4-yl)phenol CN1CC(CC1)NC=1SC2=C(N=NC(=C2)C2=C(C=C(C=C2)C=2C=NNC2)O)N1